FS(=O)(=O)OC1=C(C=C(C=C1)C)N1N=C2C(=N1)C=CC=C2 2-(2H-benzo[d][1,2,3]triazol-2-yl)-4-methylphenyl fluorosulfonate